C(#N)C1=CN(N=C1C)C1=CC=CC=C1 4-cyano-5-methyl-2-phenyl-pyrazol